N[C@H](C(=O)NCCCNC(CNC(CBr)=O)=O)CCN(C(CO)=O)[C@H](C(C)(C)C)C=1N(C=C(C1)C1=C(C=CC(=C1)F)F)CC1=CC=CC=C1 (2S)-2-amino-4-[{(1R)-1-[1-benzyl-4-(2,5-difluorophenyl)-1H-pyrrol-2-yl]-2,2-dimethylpropyl}(glycoloyl)amino]-N-(3-{[N-(bromoacetyl)glycyl]amino}propyl)-butanamid